nitrogen dimethylbenzenesulfonic acid CC=1C(=C(C=CC1)S(=O)(=O)O)C.[N]